2-chloro-1-(2-(2-methoxy-5-(trifluoromethyl)phenyl)pyrrolidin-1-yl)ethan-1-one ClCC(=O)N1C(CCC1)C1=C(C=CC(=C1)C(F)(F)F)OC